ClC1=CC=C(C=CC2=C(C=CC=C2)P(C2=CC=CC=C2)(C2=NC=CC=C2C)=O)C=C1 (2-(4-chlorostyryl)phenyl)(3-methylpyridin-2-yl)(phenyl)phosphine oxide